(+)-trans-2-(2-chlorophenyl)-8-(2-hydroxymethyl-1-methylpyrrolidin-3-yl)-5,7-dimethoxy-chromen-4-one ClC1=C(C=CC=C1)C=1OC2=C(C(=CC(=C2C(C1)=O)OC)OC)[C@H]1[C@@H](N(CC1)C)CO